7-Fluoro-1-(4-(4-(methylsulfonyl)piperazin-1-yl)phenyl)-1H-indazol-6-ol FC=1C(=CC=C2C=NN(C12)C1=CC=C(C=C1)N1CCN(CC1)S(=O)(=O)C)O